octadecane-4,9-diol CCCC(CCCCC(CCCCCCCCC)O)O